ClC1=C(C=CC(=C1)F)C1=CC=C(C=C1)C(=O)NC=1C=NC(=C(C1)Cl)N1N=CC=N1 2'-chloro-N-(5-chloro-6-(2H-1,2,3-triazol-2-yl)pyridin-3-yl)-4'-fluoro-[1,1'-biphenyl]-4-carboxamide